(R)-(2-(difluoromethyl)-7-methyl-3-(3,4,5-trifluorophenyl)-2,4,5,7-tetrahydro-6H-pyrazolo[3,4-c]pyridin-6-yl)(quinolin-6-yl)methanone FC(N1N=C2[C@H](N(CCC2=C1C1=CC(=C(C(=C1)F)F)F)C(=O)C=1C=C2C=CC=NC2=CC1)C)F